NC=1C=C(C(=O)O)C=C(C1N[C@@H](CN(C)CC(=O)O)C)Br (R)-3-amino-5-bromo-4-((1-((carboxymethyl)(methyl)amino)propan-2-yl)amino)benzoic acid